C1=CC(=CC(=C1)OC2=CC=C(C=C2)N)N 3,4'-Diaminodiphenyl ether